O1C2=C(OCC1)C(=CC=C2)NC2=NC=1N(C(=C2)NC([2H])([2H])[2H])N=CC1NC(=O)NC 1-(5-((2,3-Dihydrobenzo[b][1,4]dioxin-5-yl)amino)-7-((methyl-d3)amino)pyrazolo[1,5-a]pyrimidin-3-yl)-3-methylurea